FC(C(C(C(OOC(=O)N)(F)F)(F)F)(F)F)(CCC(=O)N)F octafluoro-dioxa-octanedicarboxamide